C(C)(C)(C)C1=CC=C(C=C1)N1C(N(C(C1=O)(C)C)CC1=CC(=NC=C1)NC(C)C)=O 3-(4-(tert-butyl)phenyl)-1-((2-(isopropylamino)pyridin-4-yl)methyl)-5,5-dimethylimidazolidine-2,4-dione